O1COC2=C1C=CC(=C2)CNC(=O)CC2CNCCN2C2=NC(=NC=C2)N2C=NC=C2 3-{[(Benzo[1,3]dioxol-5-ylmethyl)-carbamoyl]-methyl}-4-(2-imidazole-1-yl-pyrimidine-4-yl)-piperazine